phenyl bis(isotridecyl) phosphite P(OC1=CC=CC=C1)(OCCCCCCCCCCC(C)C)OCCCCCCCCCCC(C)C